dibutyl-tin dithiolate S1SC(C=C1)C(=O)[O-].C(CCC)[Sn+2]CCCC.S1SC(C=C1)C(=O)[O-]